N(=[N+]=[N-])CCCCC(=O)N(OCC1=CC=CC=C1)CC(=O)N[C@H](C(=O)OCC1=CC=CC=C1)CCC(=O)OCC1=CC=CC=C1 (S)-Dibenzyl 2-(2-(5-azido-N-(benzyloxy)pentanamido)acetamido)pentanedioate